C12(CC(C1)C2)N2[C@H](C=1NC3=CC=CC=C3C1C[C@@H]2C)C2=C(C=C(C=C2F)/C=C/C(=O)OC)F Methyl (E)-3-(4-((1S,3S)-2-(bicyclo[1.1.1]pentan-1-yl)-3-methyl-2,3,4,9-tetrahydro-1H-pyrido[3,4-b]indol-1-yl)-3,5-difluorophenyl)acrylate